[Cl-].C[N+](CC)(C)C Trimethyl-ethyl-ammonium chloride